C(C)OC(\C=C\OCC)=O (E)-3-ethoxyprop-2-enoic acid ethyl ester